(Z)-5-bromo-3-((3-hydroxyphenyl)(piperazin-1-yl)methylene)indolin-2-one BrC=1C=C2/C(/C(NC2=CC1)=O)=C(/N1CCNCC1)\C1=CC(=CC=C1)O